C(C)(=O)O.CC1=C(C=CC=C1)P(C1=CC=CC=C1)C1=CC=CC=C1 methyl-(triphenylphosphane) acetate